BrC1=C(CC2C(C3=CC=CC=C3C2)=O)C=CC=C1 2-(2-bromobenzyl)-2,3-dihydro-1H-inden-1-one